C(C)OC(C(C(C=1C=NC=CC1)=O)Br)=O 2-bromo-3-oxo-3-pyridin-3-yl-propionic acid ethyl ester